C(C)(C)(C)OC(=O)N1N=C(C2=CC(=CC=C12)C1=CC=C(C=C1)C(=O)N1CCN(CC1)C(=O)OC(C)(C)C)C(NC1=CC=NC=C1)=O 5-(4-(4-(tert-Butoxycarbonyl)piperazine-1-carbonyl)phenyl)-3-(pyridin-4-ylcarbamoyl)-1H-indazole-1-carboxylic acid tert-butyl ester